C1(CCCC1)C1=NOC2=C1N=C(N=C2N2CCCCC2)C=2C=C(C=CC2)CO (3-(3-cyclopentyl-7-(piperidin-1-yl)isoxazolo[4,5-d]pyrimidin-5-yl)phenyl)methanol